C(#N)C=1C=C(C(=C2C(=C(N(C12)COCC[Si](C)(C)C)C)C)C1=C[C@H](CCC1)NC(OC(C)(C)C)=O)F tert-butyl (S)-(3-(7-cyano-5-fluoro-2,3-dimethyl-1-((2-(trimethylsilyl)ethoxy)methyl)-1H-indol-4-yl)cyclohex-2-en-1-yl)carbamate